4-chloro-6-((4,6-dimethyl-2-oxo-1,2-dihydropyridin-3-yl)methyl)-2-(4-(dimethylamino)bicyclo[2.2.2]octan-1-yl)-2,9-dimethyl-7,8-dihydro-[1,3]dioxolo[4,5-g]isoquinolin-5(6H)-one ClC1=C2C(=C(C=3CCN(C(C13)=O)CC=1C(NC(=CC1C)C)=O)C)OC(O2)(C)C21CCC(CC2)(CC1)N(C)C